1-[(5S,7S)-7-fluoro-5-phenyl-6,7-dihydro-5H-pyrrolo[1,2-b][1,2,4]triazol-2-yl]-3-methyl-pyrazole-4-carbonitrile F[C@H]1C[C@H](N2N=C(N=C21)N2N=C(C(=C2)C#N)C)C2=CC=CC=C2